C(CCCCCCCC)C1=C(C=CC=C1)NC1=CC=CC=C1 (nonylphenyl)(phenyl)amine